C(C)N(C1=CC=C(C=N1)C1=NC=2N(C(N(C(C2N1)=O)CCCN1C(CCC1)=O)=O)CCC)C(=O)C=1C=NC(=CC1)F 8-{6-[N-(ethyl)[6-fluoro-3-pyridyl]carbonylamino]-3-pyridyl}-1-[3-(2-oxo-1-pyrrolidinyl)propyl]-3-propylxanthine